2-(2-iodo-tetrafluoroethoxy)tetrafluoroethylsulfonyl-lithium IC(C(OC(C(S(=O)(=O)[Li])(F)F)(F)F)(F)F)(F)F